4,4'-bis(carbazole-9-yl)-9,9-di-tolyl-fluorene C1=CC=CC=2C3=CC=CC=C3N(C12)C1=CC=CC=2C(C3=CC=CC=C3C12)(C1=C(C=CC(=C1)N1C2=CC=CC=C2C=2C=CC=CC12)C)C1=C(C=CC=C1)C